C(C)(C)N1C(=NC=C1C1=NC=NC=C1)C 4-(3-Isopropyl-2-methyl-imidazol-4-yl)pyrimidin